5-(5-(((1S,3S)-3-(methoxycarbonyl)cyclohexyl)oxy)-6-methylpyridin-2-yl)-3-methylisoxazole-4-carboxylic acid COC(=O)[C@@H]1C[C@H](CCC1)OC=1C=CC(=NC1C)C1=C(C(=NO1)C)C(=O)O